CC1=C(OC2=C(C=C(C=C2C1=O)C)[C@@H](C)NC1=CC=C(C(=C1C(=O)O)F)F)C1=CC=CC=C1 6-[[(1R)-1-(3,6-Dimethyl-4-oxo-2-phenyl-chromen-8-yl)ethyl]amino]-2,3-difluoro-benzoic acid